[Bi].C(CCCCCCCCCCC)(=O)O lauric acid bismuth